Cl.FC([C@@H](NC)C1=C(C=C(C=C1)OC(F)(F)F)F)F (S)-2,2-difluoro-1-(2-fluoro-4-(trifluoromethoxy)phenyl)-N-methylethan-1-amine hydrochloride